C(C=C)(=O)N1CCC(CC1)NC(C1=C(C=C(C=C1)[C@H](C)NC=1N=CC2=C(N1)N(C(C=C2)=O)C(C)C)F)=O N-(1-Acryloylpiperidin-4-yl)-2-fluoro-4-[(1S)-1-{[7-oxo-8-(propan-2-yl)-7,8-dihydropyrido[2,3-d]pyrimidin-2-yl]amino}ethyl]benzamid